N,N-dimethylheptylacetamide CN(C(CCCCCCCC)=O)C